COC(CCCCCCCC=CCCCCCC)=O 9-hexadecenoic acid methyl ester